1-(difluoromethyl)-6-(2-hydroxy-2-methylpropoxy)-N-[(4s)-6-{[3-carbamoyl-6-(6-fluoropyridin-3-yl)pyrazolo[1,5-a]pyridin-2-yl]oxy}spiro[3.3]heptan-2-yl]-1H-indazole-3-carboxamide FC(N1N=C(C2=CC=C(C=C12)OCC(C)(C)O)C(=O)NC1CC2(C1)CC(C2)OC2=NN1C(C=CC(=C1)C=1C=NC(=CC1)F)=C2C(N)=O)F